C(C1=CC=CC=C1)OC1=CC(=CC2=CC=C(C(=C12)I)F)O[Si](C(C)C)(C(C)C)C(C)C ((4-(benzyloxy)-6-fluoro-5-iodonaphthalen-2-yl)oxy)triisopropylsilane